((R)-7-Benzyloxy-2,3-dihydro-benzo[1,4]dioxin-2-ylmethyl)-morpholin-3-ylmethyl-amine C(C1=CC=CC=C1)OC=1C=CC2=C(O[C@@H](CO2)CNCC2NCCOC2)C1